Cl.Cl.NC=1C(=NC(=CN1)C1=CC=C(C=C1)S(=O)(=O)C(C)C)C1=CC(=NO1)C1=CC=C(C(=O)NC(N)=O)C=C1 4-(5-(3-amino-6-(4-(isopropylsulfonyl)phenyl)pyrazin-2-yl)isoxazol-3-yl)-N-carbamoylbenzamide dihydrochloride